18-(3,5-Di-tert-butyl-4-hydroxyphenyl)-18-oxooctadecanoic acid C(C)(C)(C)C=1C=C(C=C(C1O)C(C)(C)C)C(CCCCCCCCCCCCCCCCC(=O)O)=O